(R)-3-(3-chloro-4-fluorophenyl)-1-(((1R,4R)-4-hydroxycyclohexyl)methyl)-1-(1-(1-oxo-1,2-dihydroisoquinolin-4-yl)ethyl)urea ClC=1C=C(C=CC1F)NC(N([C@H](C)C1=CNC(C2=CC=CC=C12)=O)CC1CCC(CC1)O)=O